IC=1C(C(=CC(C1)=O)I)=O 2,6-diiodo-1,4-benzoquinone